isopropyl 4-(((3R,4R)-1-(2-cyanoacetyl)-4-methylpiperidin-3-yl)amino)-1H-pyrrolo[2,3-b]pyridine-5-carboxylate C(#N)CC(=O)N1C[C@@H]([C@@H](CC1)C)NC1=C2C(=NC=C1C(=O)OC(C)C)NC=C2